4-amino-7-chloro-N-methyl-N-((3R)-6-(trifluoromethyl)-2,3-dihydrofuro[3,2-c]pyridin-3-yl)-1,3-dihydrofuro[3,4-c]quinoline-8-carboxamide NC1=NC=2C=C(C(=CC2C2=C1COC2)C(=O)N([C@H]2COC1=C2C=NC(=C1)C(F)(F)F)C)Cl